2-(morpholin-4-yl)-8-oxo-5H,8H-pyrido[2,3-b]pyrazin N1(CCOCC1)C=1N=C2C(=NC1)NC=CC2=O